rac-(1R,4R)-2,5-diisothiocyanatobicyclo[2.2.1]heptane N(=C=S)C1[C@H]2CC([C@@H](C1)C2)N=C=S |r|